N(=[N+]=[N-])CC=1C(=CC=C2C=CC=NC12)Br 8-(Azidomethyl)-7-bromoquinoline